6-(benzo[d][1,3]dioxol-5-yl)-4,6-dimethyl-5-oxo-5,6,7,8-tetrahydroquinolin O1COC2=C1C=CC(=C2)C2(C(C=1C(=CC=NC1CC2)C)=O)C